{3-[5-(difluoromethyl)-1,3,4-thiadiazol-2-yl]-1-ethyl-6-fluoro-2-oxo-1,3-dihydro-1,3-benzimidazol-5-ylsulfonyl}(3-methyl-3-oxetanyl)amine FC(C1=NN=C(S1)N1C(N(C2=C1C=C(C(=C2)F)S(=O)(=O)NC2(COC2)C)CC)=O)F